4-methylbenzo[h]quinoline-2-carboxamide CC1=CC(=NC2=C3C(=CC=C12)C=CC=C3)C(=O)N